FC=1C=C2OCCCCCN3C(=CN=C3C2=CC1)C(=O)OC methyl 15-fluoro-12-oxa-3,6-diazatricyclo[11.4.0.02,6]heptadeca-1(17),2,4,13,15-pentaene-5-carboxylate